3-chloro-6-[4-(trifluoromethoxy)phenyl]Pyridazine-4-carboxylic acid ClC=1N=NC(=CC1C(=O)O)C1=CC=C(C=C1)OC(F)(F)F